Cl.OCCN(CCC(=O)N)C N3-(2-hydroxyethyl)-N3-methyl-β-alaninamide hydrochloride